tert-butyl 17-(4-(((5r,8r)-4-hydroxy-3-mesityl-2-oxo-1-oxaspiro[4.5]dec-3-en-8-yl)oxy)piperidin-1-yl)-3,6,9,12,15-pentaoxaheptadecanoate OC1=C(C(OC12CCC(CC2)OC2CCN(CC2)CCOCCOCCOCCOCCOCC(=O)OC(C)(C)C)=O)C2=C(C=C(C=C2C)C)C